C(C)N(C(=O)C1=NN(C=C1)CC=1SC(=CC1)C1=NOC(=N1)C(F)(F)F)C N-ethyl-N-methyl-1-[[5-[5-(trifluoromethyl)-1,2,4-oxadiazol-3-yl]-2-thienyl]methyl]pyrazole-3-carboxamide